[4-[4-[(E)-2-[4-[3,3-bis(2-methylprop-2-enoyloxymethyl)pentoxy]phenyl]vinyl]phenoxy]-2-ethyl-2-(2-methylprop-2-enoyloxymethyl)butyl] 2-methylprop-2-enoate CC(C(=O)OCC(CCOC1=CC=C(C=C1)\C=C\C1=CC=C(C=C1)OCCC(CC)(COC(C(=C)C)=O)COC(C(=C)C)=O)(COC(C(=C)C)=O)CC)=C